ClC=1C(=NC=C(C1)C)N(C(=O)OC(C)(C)C)C(=O)OC(C)(C)C 2-methylpropan-2-yl [(3-chloro-5-methylpyridin-2-yl){[(2-methylpropan-2-yl)oxy]carbonyl}amino]methanoate